FC1=CC=C(C=2C=NNC12)C(=O)C1=NC=C(C=C1NC(OC(C)(C)C)=O)C tert-Butyl N-[2-(7-fluoro-1H-indazole-4-carbonyl)-5-methyl-3-pyridyl]carbamate